S1CC(C1)SSC(SSC1CSC1)SSC1CSC1 1,1,1-tris(3-thietanyldithio)methane